5-(carbamoylamino)pentanamide C(N)(=O)NCCCCC(=O)N